rel-(1R,3S)-3-(2-(2-(3-methylisoxazol-5-yl)acetamido)thiazol-5-yl)cyclopentyl isopropylcarbamate C(C)(C)NC(O[C@H]1C[C@H](CC1)C1=CN=C(S1)NC(CC1=CC(=NO1)C)=O)=O |o1:6,8|